FC1(CCC(CC1)COC1=CC=C2C(CCOC2=C1OC)NC(C=C)=O)F N-[7-{(4,4-Difluorocyclohexyl)methoxy}-8-methoxychroman-4-yl]acrylamide